ClC1=CC=C(C(=O)N[C@@H](C)C=2C=C3CCCN(C3=CC2)C(CC(C)C)=O)C=C1 4-chloro-N-{(1S)-1-[1-(3-methyl-butanoyl)-1,2,3,4-tetrahydroquinolin-6-yl]ethyl}benzamide